OC1=CC(=CC2=CC(=CC=C12)O)C(=O)O 4,7-dihydroxy-2-naphthoic acid